(S)-4-(3-(Azetidin-1-yl)-3-(3-(trifluoromethyl)phenethyl)piperidin-1-yl)-2-fluoro-N-(pyrimidin-4-yl)benzenesulfonamide N1(CCC1)[C@@]1(CN(CCC1)C1=CC(=C(C=C1)S(=O)(=O)NC1=NC=NC=C1)F)CCC1=CC(=CC=C1)C(F)(F)F